6-(bromomethyl)nicotinonitrile BrCC1=NC=C(C#N)C=C1